CC1=NN2C(=NN=C(C2=C1)N[C@H]1CN(CCC1)C)C1=C(C=C(C=C1)C(F)(F)F)O 2-(2-methyl-4-{[(3R)-1-methylpiperidin-3-yl]amino}pyrazolo[1,5-d][1,2,4]triazin-7-yl)-5-(trifluoromethyl)phenol